1,17-diiodo-8-heptadecene ICCCCCCCC=CCCCCCCCCI